FC1=CC=C2C=CC=C(C2=C1F)C1=C(C=2N=C(N=C(C2C=N1)N1CC2CCC(C1)N2C(=O)OC(C)(C)C)S(=O)(=O)C)F tert-butyl 3-[7-(7,8-difluoro-1-naphthyl)-8-fluoro-2-methylsulfonyl-pyrido[4,3-d]pyrimidin-4-yl]-3,8-diazabicyclo[3.2.1]octane-8-carboxylate